octyl 5-ethyl-8-(2-((3-heptyldecanoyl)oxy)ethyl)-14-hexyl-1-hydroxy-12-oxo-11,13-dioxa-5,8-diazaoctadecane-18-oate C(C)N(CCCCO)CCN(CCOC(OC(CCCC(=O)OCCCCCCCC)CCCCCC)=O)CCOC(CC(CCCCCCC)CCCCCCC)=O